N-((S)-(7-((S*)-2-Cyano-1-(2-(3,3-difluorocyclobutyl)acetamido)ethyl)imidazo[1,2-b]pyridazin-2-yl)(4,4-difluorocyclohexyl)methyl)-4-methyl-1,2,5-oxadiazole-3-carboxamide C(#N)C[C@H](NC(CC1CC(C1)(F)F)=O)C1=CC=2N(N=C1)C=C(N2)[C@@H](NC(=O)C2=NON=C2C)C2CCC(CC2)(F)F |o1:3|